2-{[4-[4-(2-methoxy-phenyl)-piperidin-1-yl]-2-(1-trifluoromethyl-cyclobutyl)-quinazolin-6-yl]-methyl-amino}-ethanol COC1=C(C=CC=C1)C1CCN(CC1)C1=NC(=NC2=CC=C(C=C12)N(CCO)C)C1(CCC1)C(F)(F)F